N-[4-(3-chloro-4-cyano-phenoxy)cyclohexyl]-6-(4-formyl-1-piperidyl)pyridazine-3-carboxamide ClC=1C=C(OC2CCC(CC2)NC(=O)C=2N=NC(=CC2)N2CCC(CC2)C=O)C=CC1C#N